CN1C=C(C2=CC=C(C=C12)C(F)(F)F)C(=O)NC1=CNC2=CC=C(C=C12)C(=O)OC methyl 3-[[1-methyl-6-(trifluoromethyl) indole-3-carbonyl] amino]-1H-indole-5-carboxylate